BrC=1C=C2C(C(N(C2=CC1)CCCCCOC1=C(C=C2CCNC(C2=C1)(C)CC(=O)NC=1SC=CN1)OC)=O)=CC1=CC(=C(C(=C1)OC)O)Br 2-(7-((5-(5-bromo-3-(3-bromo-4-hydroxy-5-methoxybenzylidene)-2-oxoindol-1-yl)pentyl)oxy)-6-methoxy-1-methyl-1,2,3,4-tetrahydroisoquinolin-1-yl)-N-(thiazol-2-yl)acetamide